(1r,4S)-N-((S)-1-(4-bromophenyl)-2,2,2-trifluoroethyl)-N-methyl-4-(2-methyl-2H-tetrazol-5-yl)cyclohexane-1-carboxamide BrC1=CC=C(C=C1)[C@H](C(F)(F)F)N(C(=O)C1CCC(CC1)C=1N=NN(N1)C)C